2-[[3-morpholinosulfonyl-6-(4-piperidylamino)-4-quinolyl]amino]benzoic acid O1CCN(CC1)S(=O)(=O)C=1C=NC2=CC=C(C=C2C1NC1=C(C(=O)O)C=CC=C1)NC1CCNCC1